(1S,2S,3R,5S)-3-(4-(((1R,2S)-2-(3,4-difluorophenyl)cyclopropyl)amino)-2-(isopentylthio)-7H-pyrrolo[2,3-d]pyrimidin-7-yl)-5-(2-hydroxyethoxy)cyclopentane-1,2-diol FC=1C=C(C=CC1F)[C@H]1[C@@H](C1)NC=1C2=C(N=C(N1)SCCC(C)C)N(C=C2)[C@H]2[C@@H]([C@@H]([C@H](C2)OCCO)O)O